ClC1=C(C=NC(=C1)N1N=NC=C1)COC1=CC=CC(=N1)C1=CC(=C(CC2=NC3=C(N2C2COCC2(C)C)C=C(C=C3F)C(=O)O)C=C1F)F 2-(4-(6-((4-chloro-6-(1H-1,2,3-triazol-1-yl)pyridin-3-yl)methoxy)pyridin-2-yl)-2,5-difluorobenzyl)-1-(4,4-dimethyltetrahydrofuran-3-yl)-4-fluoro-1H-benzo[d]imidazole-6-carboxylic acid